BrC1=CC(=C(C(=C1)F)[C@H]1N([C@@H](CC2=C1NC1=CC(=CC=C21)C(=O)OC)C)CC(CO[Si](C2=CC=CC=C2)(C2=CC=CC=C2)C(C)(C)C)(F)F)F methyl (1r,3r)-1-(4-bromo-2,6-difluorophenyl)-2-(3-((tert-butyldiphenylsilyl) oxy)-2,2-difluoropropyl)-3-methyl-2,3,4,9-tetrahydro-1H-pyrido[3,4-b]indole-7-carboxylate